[V+5].BrC1=NC=C(C=C1)S(=O)(=O)C 2-Bromo-5-(methylsulfonyl)pyridine vanadium (V)